N-((S)-(7-((R*)-Cyclopropyl((R*)-4,4,4-trifluoro-3-hydroxybutanamido)methyl)imidazo[1,2-b]pyridazin-2-yl)(4,4-difluorocyclohexyl)methyl)-1-isopropyl-1H-pyrazole-5-carboxamide C1(CC1)[C@H](C1=CC=2N(N=C1)C=C(N2)[C@@H](NC(=O)C2=CC=NN2C(C)C)C2CCC(CC2)(F)F)NC(C[C@H](C(F)(F)F)O)=O |o1:3,36|